Cl.NC=1NC2=C(N1)C=C(C(=C2)Cl)Cl 2-amino-5,6-dichlorobenzimidazole hydrochloride